BrC1=C(C=C(C=C1)Cl)F 1-bromo-4-chloro-2-fluorobenzene